COC1=CC(=C(C(=O)OC)C=C1OCCCN(C(C#C)=O)C(CC1=CC(=CC=C1)OC)=O)NC(C#C)=O methyl 4-methoxy-5-(3-(N-(2-(3-methoxyphenyl)acetyl) propiolamido)propoxy)-2-propiolamidobenzoate